C(C)(C)(C)OC(=O)N1C[C@H]2N(C3=C(OC2)C=C(C(=C3)C(N)=O)N)CC1.BrC1=CC=C(C=C1)C1=CC(=C3C=CC2=C(C=C(C4=CC=C1C3=C24)C2=CC=C(C=C2)Br)C2=CC=C(C=C2)Br)C2=CC=C(C=C2)Br 1,3,6,8-tetrakis(4-bromophenyl)pyrene tert-butyl-(R)-8-amino-9-carbamoyl-1,2,4a,5-tetrahydrobenzo[b]-pyrazino[1,2-d][1,4]oxazine-3(4H)-carboxylate